((3S)-8,8-difluoro-4-azabicyclo[5.1.0]octan-3-yl)methanol FC1(C2CCN[C@@H](CC12)CO)F